5-(2-ethoxy-2-oxoethyl)-5-hydroxycyclopenta[c]pyrrole-2(1H)-carboxylic acid tert-butyl ester C(C)(C)(C)OC(=O)N1CC=2C(C1)=CC(C2)(O)CC(=O)OCC